(5-chloroisoindolin-2-yl)-3-isopropyl-N-(4-morpholinophenyl)-7-(1H-pyrazol-4-yl)pyrazolo[1,5-a]pyrimidine-2-carboxamide ClC=1C=C2CN(CC2=CC1)C1=NC=2N(C(=C1)C=1C=NNC1)N=C(C2C(C)C)C(=O)NC2=CC=C(C=C2)N2CCOCC2